N-benzyl-2-((9-methyl-9H-carbazol-2-yl)oxy)acetamide C(C1=CC=CC=C1)NC(COC1=CC=2N(C3=CC=CC=C3C2C=C1)C)=O